O1CCN(CC1)C=1C2=C(N=CN1)C1=C(O2)N=CC=C1 4-Morpholinopyrido[3',2':4,5]furo[3,2-d]pyrimidine